[Te](=O)([O-])[O-].[Na+].[Na+] Natrium tellurit